(E)-1-(6,7-dimethoxy-3,4-dihydroisoquinolin-2(1H)-yl)-3-(6-methyl-2-phenylimidazo[1,2-b]pyridazin-3-yl)prop-2-en-1-one COC=1C=C2CCN(CC2=CC1OC)C(\C=C\C1=C(N=C2N1N=C(C=C2)C)C2=CC=CC=C2)=O